2,5-Bis-(tert.-butylperoxy)-2,5-dimethylhexan C(C)(C)(C)OOC(C)(CCC(C)(C)OOC(C)(C)C)C